C(C)(C)(C)OC(=O)N1[C@@H](C[C@H](CC1)NC1=C(C(=NC2=C(C(=C(C=C12)Cl)Br)F)SC)C=O)CCO[Si](C)(C)C(C)(C)C (2s,4s)-4-((7-bromo-6-chloro-8-fluoro-3-formyl-2-(methylsulfanyl)quinolin-4-yl)amino)-2-(2-((tert-butyldimethylsilyl)oxy)ethyl)piperidine-1-carboxylic acid tert-butyl ester